1,3-difluoro-5-methoxy-2-methylsulfanyl-benzene FC1=C(C(=CC(=C1)OC)F)SC